((1r,4r)-4-(3-chloro-4-cyanophenoxy)cyclohexyl)pyridazine-3-formamide ClC=1C=C(OC2CCC(CC2)C2=C(N=NC=C2)C(=O)N)C=CC1C#N